2-(cyanomethyl)-7-((2S,5r)-2,5-dimethyl-4-((S)-1-(3-methylquinoxalin-6-yl)ethyl)piperazin-1-yl)-4-methyl-5-oxo-4,5-dihydro-2H-pyrazolo[4,3-b]pyridine-6-carbonitrile C(#N)CN1N=C2C(N(C(C(=C2N2[C@H](CN([C@@H](C2)C)[C@@H](C)C=2C=C3N=C(C=NC3=CC2)C)C)C#N)=O)C)=C1